[Cu].N1N=CC2=C1C=CC=N2 pyrazolopyridine copper